3-((tert-Butoxycarbonyl)amino)bicyclo[1.1.1]pentane-1-carboxylic acid methyl ester COC(=O)C12CC(C1)(C2)NC(=O)OC(C)(C)C